5-[4-cyclopropyl-3-(trifluoromethyl)phenyl]-3-(ethanesulfonyl)-2-[6-(trifluoromethyl)-1H-pyrrolo[3,2-b]pyridin-2-yl]pyridine carbon iron-nickel [Ni].[Fe].[C].C1(CC1)C1=C(C=C(C=C1)C=1C=C(C(=NC1)C1=CC2=NC=C(C=C2N1)C(F)(F)F)S(=O)(=O)CC)C(F)(F)F